2-(6-Oxo-5-(trifluoromethyl)-1,6-dihydropyridin-3-yl)ethyl (S)-2-(hydroxymethyl)-4-(5-(trifluoromethyl)pyrimidin-2-yl)piperazine-1-carboxylate OC[C@H]1N(CCN(C1)C1=NC=C(C=N1)C(F)(F)F)C(=O)OCCC1=CNC(C(=C1)C(F)(F)F)=O